C(=O)(OCC1C2=CC=CC=C2C2=CC=CC=C12)N[C@@H](C)CC(=O)O Fmoc-beta-homoalanine